COCCOC=1C=C(C=CC1)\C=N\N(C1=NS(C2=C1C=CC=C2)(=O)=O)C N-[(E)-[3-(2-Methoxyethoxy)phenyl]methylenamino]-N-methyl-1,1-dioxo-1,2-benzothiazol-3-amin